BrC=1C=2N(C=CC1F)C=CN2 8-Bromo-7-fluoroimidazo[1,2-a]pyridine